1,3-bis(dodecylphosphino)propane C(CCCCCCCCCCC)PCCCPCCCCCCCCCCCC